C1(=CC=CC=C1)N1C(=NC2=C1C1=CC=CC=C1C=1C=CC=CC12)C=1C=C(C=CC1)C=1C=CC=2N(C3=CC=CC=C3C2C1)C1=CC=C(C#N)C=C1 4-(3-(3-(1-phenyl-1H-phenanthro[9,10-d]imidazole-2-yl)phenyl)-9H-carbazole-9-yl)benzonitrile